tert-Butyl (2,2,2-trifluoroethyl)carbamate FC(CNC(OC(C)(C)C)=O)(F)F